5H-dibenzo[b,f]Azepine C1=CC=CC=2NC3=C(C=CC21)C=CC=C3